CC1=C(C(=O)P(CC)(C(C2=C(C=CC=C2C)C)=O)=O)C(=CC=C1)C bis(2,6-dimethylbenzoyl)ethylphosphine oxide